(N-[4-amino-5-[4-[2-(cyclopentylamino)-2-oxo-ethoxy]benzoyl]thiazol-2-yl]-4-fluoro-anilino)propanamide NC=1N=C(SC1C(C1=CC=C(C=C1)OCC(=O)NC1CCCC1)=O)N(C1=CC=C(C=C1)F)C(C(=O)N)C